hexahydro-4,7-methyleneindan-1-carbaldehyde C1C2C3CCC(C3C1CC2)C=O